FC=1C=NC=CC1C1=C2CNC(C2=CC=C1)=O 4-(3-fluoropyridin-4-yl)isoindolin-1-one